BrC=1C=C(C=CC1)NS(=O)(=O)C (3-bromophenyl)(methyl)sulfonamide